(hydroxymethyl)-5-methyl-4,5,6,7-tetrahydro-1H-indazol OCN1N=CC=2CC(CCC12)C